4-methoxy-1-methyl-2,3-dihydro-1H-azepin-2-one COC=1CC(N(C=CC1)C)=O